6-fluoro-3-{[3-fluoro-2-(methylaminosulfonylamino)-4-pyridyl]methyl}-4-methyl-7-(1,3-oxazol-2-yloxy)-3,4-dihydro-2H-1,3-benzoxazin-2-one FC=1C(=CC2=C(C(N(C(O2)=O)CC2=C(C(=NC=C2)NS(=O)(=O)NC)F)C)C1)OC=1OC=CN1